BrC=1C(=C(C=CC1)C1=CC=2N(C=C1)N=C(N2)N(C(OC(C)(C)C)=O)C(=O)OC(C)(C)C)F tert-butyl (7-(3-bromo-2-fluorophenyl)-[1,2,4]triazolo[1,5-a]pyridin-2-yl)(tert-butoxycarbonyl)carbamate